2,3-dihydrothieno[3,4-b]Dioxin O1C=2C(OCC1)=CSC2